CN(C/C=C/C(=O)OC)CCCN1CCNCC1 methyl (E)-4-[methyl (3-piperazin-1-ylpropyl)amino]but-2-enoate